N-(3-methoxybenzyl)-2-[(3R)-3-methyl-[1,4'-bipiperidine]-1'-yl]-1,3-thiazole-5-carboxamide COC=1C=C(CNC(=O)C2=CN=C(S2)N2CCC(CC2)N2C[C@@H](CCC2)C)C=CC1